(1R,3S,5R)-2-azabicyclo[3.1.0]hexane-3-carbonitrile [C@@H]12N[C@@H](C[C@H]2C1)C#N